COCCC1=CC=CC1 (2-methoxyethyl)cyclopentadiene